2-(trifluoromethyl)-5,6,7,8-tetrahydro-4H-pyrazolo[1,5-a][1,4]diazepin-4-one FC(C1=NN2C(C(NCCC2)=O)=C1)(F)F